(2S)-2-[[(2R)-2-(9H-fluoren-9-ylmethoxycarbonylamino)-4-methyl-pentanoyl]amino]propanoic acid C1=CC=CC=2C3=CC=CC=C3C(C12)COC(=O)N[C@@H](C(=O)N[C@H](C(=O)O)C)CC(C)C